methyl 4-[4-[[1-(4-bromophenyl)-4-piperidyl] methoxymethyl]-1-piperidyl]-2-cyano-benzoate BrC1=CC=C(C=C1)N1CCC(CC1)COCC1CCN(CC1)C1=CC(=C(C(=O)OC)C=C1)C#N